pent-3-en-1-yl dihydrogenphosphate P(=O)(O)(O)OCCC=CC